The molecule is a W-molybdopterin cofactor in which the coordinated tungsten species is WO2. It is a conjugate acid of a WO2-molybdopterin cofactor(2-). C([C@@H]1C(=C([C@H]2[C@@H](O1)NC3=C(N2)C(=O)NC(=N3)N)[S-])[S-])OP(=O)(O)O.O=[W]=O